N1=C(C=CC=C1)[C@@H](C)NC(=O)[C@@H]1CN(CC[C@H]1NC(=O)C1=CC(=NO1)C1=C(C=C(C=C1)F)F)C1C(CCC1)C |o1:11,16| (3R*,4R*)-4-{[3-(2,4-Difluoro-phenyl)-isoxazole-5-carbonyl]-amino}-1-(2-methyl-cyclopentyl)-piperidine-3-carboxylic acid ((R)-1-pyridin-2-yl-ethyl)-amide